trihexyl 2-(acetyloxy)propane-1,2,3-tricarboxylate C(C)(=O)OC(CC(=O)OCCCCCC)(CC(=O)OCCCCCC)C(=O)OCCCCCC